5-(2,3-difluoro-4-methoxyphenyl)-N-(4-(4-(3-(dimethylamino)propyl)piperazine-1-carbonyl)-3-ethylphenyl)-1-methyl-1H-imidazole-2-carboxamide FC1=C(C=CC(=C1F)OC)C1=CN=C(N1C)C(=O)NC1=CC(=C(C=C1)C(=O)N1CCN(CC1)CCCN(C)C)CC